BrC=1C=CC=2N(C1)C(=CN2)C(=O)NCC2=CC=C(C=C2)F 6-bromo-N-(4-fluorobenzyl)imidazo[1,2-a]pyridine-3-carboxamide